NC1=NC2=CC(=CC=C2C=C1Cl)CCC=1[C@H]([C@H]([C@@H](C1)N1C=CC2=C1N=CN=C2C)O)O (1S,2R,5R)-3-(2-(2-amino-3-chloroquinolin-7-yl)ethyl)-5-(4-methyl-7H-pyrrolo[2,3-d]pyrimidin-7-yl)cyclopent-3-ene-1,2-diol